N[C@@H](CCCNC(N)=N)C(=O)O.C(CCCCCCCCCCC)(=O)N[C@@H](C)C(=O)O lauroyl-alanine arginine salt